C(C)(=O)N1CCC(CC1)CN1C(C2=CC(=C(C=C2C1)C(=O)OCC)OCC)=O ethyl 2-((1-acetylpiperidin-4-yl) methyl)-6-ethoxy-1-oxoisoindoline-5-carboxylate